NCCCCCCCNC=1C(=C(C(=O)NC=2C=NC(=CC2)C)C=CC1)C ((7-Aminoheptyl)amino)-2-methyl-N-(6-methylpyridin-3-yl)benzamide